penta(ethyleneoxy)tridecyl-dimethylsilyl-isobutyl chloride C(COC(CCCCCCCCCCCC(OCCCl)(OCCCl)OCCCl)(OCCCl)C(C(C)C)([SiH](C)C)Cl)Cl